cyclohexyl-3-(2-morpholinoethyl)-carbodiimide methyl-p-toluenesulfonate COS(=O)(=O)C1=CC=C(C)C=C1.C1(CCCCC1)N=C=NCCN1CCOCC1